6-(bromomethyl)-1H-indole BrCC1=CC=C2C=CNC2=C1